C1(CCCCC1)COC1=C(C=CC=C1)C(CC)O 1-(2-(cyclohexylmethoxy)phenyl)propan-1-ol